2-(alpha-n-pentanonyl)benzoic acid ethylenediamine salt C(CN)N.C(CCCC)(=O)C1=C(C(=O)O)C=CC=C1